2-(4-{6-[2-(5-Fluoro-2,7-dimethyl-benzo[b]thiophen-3-yl)-ethylamino]-pyrimidin-4-yl}-pyrazol-1-yl)-2-methyl-propionic acid FC1=CC2=C(SC(=C2CCNC2=CC(=NC=N2)C=2C=NN(C2)C(C(=O)O)(C)C)C)C(=C1)C